ClC1=C(C(=O)N2COC3=C(C2)C=CC=C3C3=CC(=C(C(=O)O)C=C3F)N3C2COCC3CC2)C(=CC(=C1)N1CC2(C1)OCCOC2)Cl 4-[3-[2,6-Dichloro-4-(5,8-dioxa-2-azaspiro[3.5]nonan-2-yl)benzoyl]-2,4-dihydro-1,3-benzoxazin-8-yl]-5-fluoro-2-(3-oxa-8-azabicyclo[3.2.1]octan-8-yl)benzoic acid